methyl hexafluoropropyl ether FC(C(F)(F)OC)C(F)(F)F